[2-[[(1S)-1-[(2S,4R)-4-hydroxy-2-[[(1S)-1-[4-(4-methylthiazol-5-yl)phenyl]ethyl]carbamoyl]pyrrolidine-1-carbonyl]-2,2-dimethyl-propyl]amino]-2-oxo-ethoxy]piperidine-1-carboxylate O[C@@H]1C[C@H](N(C1)C(=O)[C@H](C(C)(C)C)NC(COC1N(CCCC1)C(=O)[O-])=O)C(N[C@@H](C)C1=CC=C(C=C1)C1=C(N=CS1)C)=O